5-[4-[2-(isopropylamino)-2-oxo-ethyl]piperazin-1-yl]-7-(trifluoromethyl)thieno[3,2-b]pyridine-3-carboxamide C(C)(C)NC(CN1CCN(CC1)C1=CC(=C2C(=N1)C(=CS2)C(=O)N)C(F)(F)F)=O